N[C@@H]1CN(CC1)C(=O)C=1SC(=CC1C)C1=C(C=C(C=C1)C1CCNCC1)O (S)-(3-aminopyrrolidin-1-yl)(5-(2-hydroxy-4-(piperidin-4-yl)phenyl)-3-methylthiophen-2-yl)methanone